COC1=C(C=CC=C1)NC1=CSC=2C1=NC(=CC2)C=2C=NN(C2)C N-(2-methoxyphenyl)-5-(1-methyl-1H-pyrazol-4-yl)thieno[3,2-b]pyridin-3-amine